((4-((2-amino-7H-pyrrolo[2,3-d]pyrimidin-4-yl)oxy)phenyl)carbamoyl)propanoic acid NC=1N=C(C2=C(N1)NC=C2)OC2=CC=C(C=C2)NC(=O)C(C(=O)O)C